ClC=1C(=CC2=C(N(C(N=C2N2[C@H](CN(CC2)C(=O)[O-])C)=O)C2=C(C=C(C=C2C)C#N)C)N1)F (S)-4-(7-chloro-1-(4-cyano-2,6-dimethylphenyl)-6-fluoro-2-oxo-1,2-dihydropyrido[2,3-d]pyrimidin-4-yl)-3-methylpiperazine-1-carboxylate